(S)-2-((4-(6-((4-cyanobenzofuran-7-yl)methoxy)pyridin-2-yl)piperidin-1-yl)methyl)-1-(oxetan-2-ylmethyl)-1H-benzo[d]imidazole-6-carboxylic acid C(#N)C1=CC=C(C2=C1C=CO2)COC2=CC=CC(=N2)C2CCN(CC2)CC2=NC1=C(N2C[C@H]2OCC2)C=C(C=C1)C(=O)O